butyl-ammonium C(CCC)[NH3+]